ClC1=CC(=CC=2N(C(OC21)=O)C)C2=CC=C(C=C2)C[C@@H](C#N)NC(=O)C2OCCCNC2 N-{(1S)-2-[4-(7-Chloro-3-methyl-2-oxo-2,3-dihydro-1,3-benzoxazol-5-yl)phenyl]-1-cyanoethyl}-1,4-oxazepane-2-carboxamide